2-(2,6-dioxo-3-piperidinyl)isoindoline-1,3-dione trifluoroacetate FC(C(=O)O)(F)F.O=C1NC(CCC1N1C(C2=CC=CC=C2C1=O)=O)=O